C1(CC1)CN1CC[C@]23CCN(CC[C@]2([C@H]1CC1=CC=C(C=C13)O)O)CC1=NC=CC=C1 (5aS,6R,11bS)-14-(cyclopropylmethyl)-3-(pyridin-2-ylmethyl)-2,3,4,5,6,7-hexahydro-6,11b-(epiminoethano)naphtho[1,2-d]azepine-5a,10(1H)-diol